1-(5-bromo-2,3-dihydro-1H-inden-1-yl)-4-methylpiperazine BrC=1C=C2CCC(C2=CC1)N1CCN(CC1)C